methyl (2S)-2-[[(2S)-2-[(4,7-dichloro-1H-indole-2-carbonyl)amino]-4,4-dimethyl-pentanoyl]amino]-3-[(3S)-2-oxo-3-piperidyl]propanoate ClC1=C2C=C(NC2=C(C=C1)Cl)C(=O)N[C@H](C(=O)N[C@H](C(=O)OC)C[C@H]1C(NCCC1)=O)CC(C)(C)C